FC=1C=C(C=NC1)CCCNC(=O)C1=CN=CN1C1=CC(=C(C=C1)OC)I N-(3-(5-fluoropyridin-3-yl)propyl)-1-(3-iodo-4-methoxyphenyl)-1H-imidazole-5-carboxamide